1,1-Bis-(4-hydroxy-3-tert.-butylphenyl)-propan OC1=C(C=C(C=C1)C(CC)C1=CC(=C(C=C1)O)C(C)(C)C)C(C)(C)C